C(=C)[C@@]1(CC[C@@H](O1)C(O)(C)C)C (2R,5S)-5-ethenyltetrahydro-α,α,5-trimethyl-2-furanmethanol